ClC12CC3(CC(C4=C(C(C1)C3)C=CC=C4)C2)NC(NC2CCN(CC2)C(=O)C2=CC=C(C(=O)OC)C=C2)=O methyl 4-(4-(3-(9-chloro-5,6,8,9,10,11-hexahydro-7H-5,9:7,11-dimethanobenzo[9]annulen-7-yl)ureido)piperidine-1-carbonyl)benzoate